4,4-dicyano-3-(4-fluorophenyl)-5-phenyl-pyrrolidine C(#N)C1(C(CNC1C1=CC=CC=C1)C1=CC=C(C=C1)F)C#N